(4-(3-(2-hydroxyethoxy)oxetan-3-yl)phenyl)(5-(4-(trifluoromethyl)phenyl)hexahydropyrrolo[3,4-c]pyrrol-2(1H)-yl)methanone OCCOC1(COC1)C1=CC=C(C=C1)C(=O)N1CC2CN(CC2C1)C1=CC=C(C=C1)C(F)(F)F